Tetrakis(trimethylsilyl)uridine C[Si](C)(C)[C@]1([C@]([C@]([C@@](O1)(N1C(=O)NC(=O)C=C1)[Si](C)(C)C)(O)[Si](C)(C)C)(O)[Si](C)(C)C)CO